C1(CCCC1)OC1=CC=C(C=C1)C1=NOC(=N1)[C@@H](C)NC(OC(C)(C)C)=O tert-Butyl (R)-(1-(3-(4-(cyclopentyloxy)phenyl)-1,2,4-oxadiazol-5-yl)ethyl)carbamate